1-[1-(3-Azetidin-3-yl-5-chloro-2-ethoxy-4-methylphenyl)ethyl]-3-methyl-1H-pyrazolo[3,4-d]pyrimidin-4-amine N1CC(C1)C=1C(=C(C=C(C1C)Cl)C(C)N1N=C(C=2C1=NC=NC2N)C)OCC